acrylic acid tetradecyl ester C(CCCCCCCCCCCCC)OC(C=C)=O